monoisoundecyl maleate C(\C=C/C(=O)[O-])(=O)OCCCCCCCCC(C)C